4-epoxy-1-methylcyclohexyl-3,4-epoxy-1-methylhexyl formate C(=O)OC(CC1C(CC)(O1)C12C(CCCC1)O2)(C)C